C(C1=CC=CC=C1)C=1N=NC(=C(C1C)C)C1CCN(CC1)C1=NC=C(C=C1)C(F)(F)F 3-benzyl-6-{1-[5-(trifluoromethyl)pyridin-2-yl]-piperidin-4-yl}-4,5-dimethyl-pyridazine